benzyl N-[2,2-difluoro-3-[3-[2-(2-hydroxyethyl)triazol-4-yl]-1-tetrahydropyran-2-yl-indazol-5-yl]oxy-propyl]carbamate FC(CNC(OCC1=CC=CC=C1)=O)(COC=1C=C2C(=NN(C2=CC1)C1OCCCC1)C1=NN(N=C1)CCO)F